CC1N(CCOC1C=1C=NNC1)C1=NC=CC(=N1)C1=CN=C2N1C=C(N=C2)C(F)(F)F 3-methyl-2-(1H-pyrazol-4-yl)-4-(4-(6-(trifluoromethyl)imidazo[1,2-a]pyrazin-3-yl)pyrimidin-2-yl)morpholine